ON=C(N)C1=NC=C(C=C1)NC1=NC(=NO1)C1=CC=C(C=C1)C(F)(F)F N'-hydroxy-5-((3-(4-(trifluoromethyl)phenyl)-1,2,4-oxadiazol-5-yl)amino)pyridineformamidine